CN1C=C(C2=C(C=CC=C12)C)SC=1C(=NC(=NC1)N1C=NC(=C1)C)C 1,4-dimethyl-3-[4-methyl-2-(4-methylimidazol-1-yl)pyrimidin-5-yl]sulfanyl-indole